N-(2-chlorophenethyl)-1,1-diphenylmethanimine-15N ClC1=C(CC[15N]=C(C2=CC=CC=C2)C2=CC=CC=C2)C=CC=C1